C12CN(CCC(CC1)N2)C=2C1=C(N=C(N2)OC[C@]23CCCN3C[C@@H](C2)F)C(=C(N=C1)C1=CC(=CC2=CC=C(C(=C12)F)F)O)F 4-(4-(3,9-diazabicyclo[4.2.1]nonan-3-yl)-8-fluoro-2-(((2R,7aS)-2-fluorotetrahydro-1H-pyrrolizin-7a(5H)-yl)methoxy)pyrido[4,3-d]pyrimidin-7-yl)-5,6-difluoronaphthalen-2-ol